CC(C)N1N=CC=C1 (propan-2-yl)-1H-pyrazol